C1(CC1)OC1=CC=2N(N=C1C1CC1)C(=CN2)C2=NC(=NC=C2)N[C@H]2CNC[C@@H]2F (7-cyclopropoxy-6-cyclopropylimidazo[1,2-b]pyridazin-3-yl)-N-((3S,4S)-4-fluoropyrrolidin-3-yl)pyrimidin-2-amine